1-amino-6-carbamoyl-1,3-dihydrospiro[indene-2,4'-piperidin] NC1C2=CC(=CC=C2CC12CCNCC2)C(N)=O